O=C1NC2=C(OC13CNC(C3)C(=O)O)C=CN=C2 3-oxo-3,4-dihydrospiro[pyrido[4,3-b][1,4]oxazine-2,3'-pyrrolidine]-5'-carboxylic acid